N-phenyl-3-(9,9,10,10-tetramethyl-9,10-dihydropyren-4-yl)-N-(3-(triphenylen-2-yl)phenyl)aniline C1(=CC=CC=C1)N(C1=CC(=CC=C1)C=1C2=CC=CC=3C(C(C=4C=CC=C(C1)C4C32)(C)C)(C)C)C3=CC(=CC=C3)C3=CC=2C4=CC=CC=C4C4=CC=CC=C4C2C=C3